CC1(NC2=CC=CC=C2CC1)C 2,2-dimethyl-1,2,3,4-tetrahydroquinoline